C([C@@H]([C@@H]([C@H]([C@H]([C@H](C(=O)[O-])O)O)O)O)O)O.[Na+] α-D-glucoheptonic acid sodium salt